CC1=C(CC=2C=C(C=CC2)/C=C/C(=O)OCC)C=CC=C1 ethyl (E)-3-(3-(2-methylbenzyl)phenyl)acrylate